BrC=1C=CC(=C(C1)CCO)N1C[C@H](CC1)OC1=NC=C(C=C1)C(F)(F)F (S)-2-(5-bromo-2-(3-(5-(trifluoromethyl)pyridin-2-yloxy)pyrrolidin-1-yl)phenyl)ethanol